S(=O)(=O)(O)OOS(=O)(=O)O.CC=1C=C(C=C(C1O)C)S(=O)(=O)C1=CC(=C(C(=C1)C)O)C Bis-(3,5-dimethyl-4-hydroxyphenyl)sulfon Persulfate